CC1=CC(OC(=C1)CCCC)=O 4-methyl-6-butyl-2H-pyran-2-one